(S)-N1-(1-(2-(2-adamantylamino)-2-oxoethyl)-2-oxo-1,2-dihydropyridin-3-yl)-2-(1-methyl-1H-1,2,3-triazole-5-carboxamido)-5-oxohexanediamide C12C(C3CC(CC(C1)C3)C2)NC(CN2C(C(=CC=C2)NC([C@H](CCC(C(=O)N)=O)NC(=O)C2=CN=NN2C)=O)=O)=O